Methyl N6-(tert-butoxycarbonyl)-L-lysinate hydrochloride Cl.C(C)(C)(C)OC(=O)NCCCC[C@H](N)C(=O)OC